3-bromo-1-oxa-2,8-diazaspiro[4.5]dec-2-ene-8-carboxylic acid tert-butyl ester C(C)(C)(C)OC(=O)N1CCC2(CC(=NO2)Br)CC1